N-[(3S)-9-fluoro-2-oxo-5-phenyl-1,3-dihydro-1,4-benzodiazepin-3-yl]-2-(2-methylpyridin-4-yl)pyrazolo[1,5-a]pyrimidine-3-carboxamide FC1=CC=CC=2C(=N[C@@H](C(NC21)=O)NC(=O)C=2C(=NN1C2N=CC=C1)C1=CC(=NC=C1)C)C1=CC=CC=C1